C(CCCCC\C=C/CC)=O cis-7-decen-al